N-{4-[(5-Chloro-thiophen-2-ylmethyl)-(methyl)amino]-2-methyl-phenyl}-malonamic acid methyl ester COC(CC(=O)NC1=C(C=C(C=C1)N(C)CC=1SC(=CC1)Cl)C)=O